CC(=CC[S+](C)C)C 3-methyl-2-butenyldimethyl-sulfonium